C(C)P(=O)(CC)ON1N=NC2=C(C1=O)C=CC=C2 3-(Diethylphosphoryloxy)-1,2,3-benzotriazin-4(3H)-on